penta-galloylglucose C(C1=CC(O)=C(O)C(O)=C1)(=O)[C@@]([C@]([C@@]([C@](C(=O)C(C1=CC(O)=C(O)C(O)=C1)=O)(O)C(C1=CC(O)=C(O)C(O)=C1)=O)(O)C(C1=CC(O)=C(O)C(O)=C1)=O)(O)C(C1=CC(O)=C(O)C(O)=C1)=O)(O)CO